FC1=C(C(=O)NOCC(C)C)C=CC=C1 2-fluoro-N-isobutyloxybenzamide